C1(=CC=CC=C1)C1=NC(=NC(=N1)C1=CC=CC=C1)C1=C(C(=C(C=C1)C1=NC(=NC(=N1)C1=CC=CC=C1)C1=CC=CC=C1)C1=CC=C(C=C1)N1C2=CC=CC=C2C=2C=CC=CC12)C1=CC=C(C=C1)N1C2=CC=CC=C2C=2C=CC=CC12 9,9'-(3',6'-bis(4,6-diphenyl-1,3,5-triazin-2-yl)-[1,1':2',1''-terphenyl]-4,4''-diyl)bis(9H-carbazole)